ClC=1C=CC=C2C=CC=C(C12)N1CC=2N=C(N=C(C2CC1)N1C[C@@H](N(CC1)C(C(=C)C1=CC=CC=C1)=O)CC#N)OC[C@H]1N(CCC1)C ((S)-4-(7-(8-chloronaphthalen-1-yl)-2-(((S)-1-methylpyrrolidin-2-yl)methoxy)-5,6,7,8-tetrahydropyrido[3,4-d]pyrimidin-4-yl)-1-(2-phenylpropenoyl)piperazin-2-yl)acetonitrile